2-((S)-2,2-dimethylcyclopropane-1-carbonyl)-6-(thiazole-5-carbonyl)-2,6-diazaspiro[3.4]Octane-8-carboxamide CC1([C@H](C1)C(=O)N1CC2(C1)CN(CC2C(=O)N)C(=O)C2=CN=CS2)C